acrylic acid-N-tertiary butyl-acrylamide tert-butyl-5-bromo-3-(dimethylamino)picolinate C(C)(C)(C)OC(C1=NC=C(C=C1N(C)C)Br)=O.C(C)(C)(C)NC(C=C)=O.C(C=C)(=O)O